6-chloro-1-[(4-methoxyphenyl)methyl]-3,1-benzoxazine-2,4-dione ClC=1C=CC2=C(C(OC(N2CC2=CC=C(C=C2)OC)=O)=O)C1